FC=1C=C(CC=2C=NN(C2)C(=O)N[C@@H]2C(N(C3=C(OC2)C=CC(=C3)C#CCN3CCCC3)C)=O)C=CC1 (S)-4-(3-Fluorobenzyl)-N-(5-methyl-4-oxo-7-(3-(pyrrolidin-1-yl)-1-propyn-1-yl)-2,3,4,5-tetrahydrobenzo[b][1,4]oxazepin-3-yl)-1H-pyrazole-1-carboxamide